3-(3-((tert-butyldimethylsilyl)oxy)propoxy)-1',5,5'-trimethyl-4-nitro-1'H-1,4'-bipyrazole [Si](C)(C)(C(C)(C)C)OCCCOC1=NN(C(=C1[N+](=O)[O-])C)C=1C=NN(C1C)C